methyl-butyl-dichlorosilane C[Si](Cl)(Cl)CCCC